BrC=1C=NN(C1)C1=C(C=C(C=C1)[N+](=O)[O-])S(=O)(=O)NCC1=C(C=C(C=C1)OC)OC 2-(4-bromo-1H-pyrazol-1-yl)-N-(2,4-dimethoxybenzyl)-5-nitrobenzenesulfonamide